dimethylpyridine CC1=C(N=CC=C1)C